2-((1R,3R)-1-amino-3-hydroxy-8-azaspiro[4.5]decan-8-yl)-5-(2,3-dichlorophenyl)-6-methylpyrimidine-4-carbonitrile N[C@@H]1C[C@@H](CC12CCN(CC2)C2=NC(=C(C(=N2)C#N)C2=C(C(=CC=C2)Cl)Cl)C)O